C(C)C1C(C1)(C(=O)O)CO.CC([C@](N([2H])[2H])(C(=O)O)[2H])C1=CNC=N1 methyl-L-histidine-d3 ethyl-(1-hydroxymethyl)cyclopropane-carboxylate